ethyl 2-(2-((7-(3-((1,1-dimethylethylsulfinamido)methyl)-1H-pyrrol-1-yl)benzofuran-5-yl)methoxy)phenyl)acetate CC(C)(S(=O)NCC1=CN(C=C1)C1=CC(=CC=2C=COC21)COC2=C(C=CC=C2)CC(=O)OCC)C